((1H-benzo[d]imidazol-2-yl)methyl)-4-((3,4-dihydroquinolin-1(2H)-yl)sulfonyl)benzamide N1C(=NC2=C1C=CC=C2)CC2=C(C(=O)N)C=CC(=C2)S(=O)(=O)N2CCCC1=CC=CC=C21